NC1=C(C=C(C=N1)C1=NN2C(=C1)[C@@]1(CN(CC1)C(=O)NCC)OCC2)C(F)(F)F |r| (rac)-2-[6-amino-5-(trifluoromethyl)pyridin-3-yl]-N-ethyl-6,7-dihydrospiro[pyrazolo[5,1-c][1,4]oxazine-4,3'-pyrrolidine]-1'-carboxamide